2-Chloroethylmethacrylat ClCCOC(C(=C)C)=O